CC1(OC[C@@](O1)(C=O)C#C[Si](C(C)C)(C(C)C)C(C)C)C (4R)-2,2-dimethyl-4-(2-triisopropylsilylethynyl)-1,3-dioxolane-4-carbaldehyde